8-fluoro-4-(2-methoxy-4-methylphenyl)phthalazin-1(2H)-one FC=1C=CC=C2C(=NNC(C12)=O)C1=C(C=C(C=C1)C)OC